C1(=CC=CC=C1)C(CCN[C@@H](CC1=CNC2=CC=CC=C12)C(=O)OC)OC1=CC=C(C=C1)C(F)(F)F Methyl (3-phenyl-3-(4-(trifluoromethyl)phenoxy)propyl)-L-tryptophanate